4-(trifluoromethyl)benzoic acid methyl ester COC(C1=CC=C(C=C1)C(F)(F)F)=O